tert-butyl (3-cyclopropyl-5-(2-(4-isobutyryl-5-methyl-2-(4-(4-methylpiperazin-1-yl)phenyl)piperazin-1-yl)-2-oxoacetamido)pyridin-2-yl)carbamate C1(CC1)C=1C(=NC=C(C1)NC(C(=O)N1C(CN(C(C1)C)C(C(C)C)=O)C1=CC=C(C=C1)N1CCN(CC1)C)=O)NC(OC(C)(C)C)=O